6-hydroxyindole sulfate S(=O)(=O)(O)O.OC1=CC=C2C=CNC2=C1